tert-butyl N-[2-[2,4-dichloro-6-[2-(1H-indol-3-yl)ethoxy]pyrimidin-5-yl]oxyethyl]carbamate ClC1=NC(=C(C(=N1)Cl)OCCNC(OC(C)(C)C)=O)OCCC1=CNC2=CC=CC=C12